(7R,8R)-8-Hydroxy-7-((R)-5H-imidazo[5,1-a]isoindol-5-yl)-5,6,7,8-tetrahydronaphthalen-2-sulfonamid O[C@@H]1[C@H](CCC=2C=CC(=CC12)S(=O)(=O)N)[C@H]1N2C(C3=CC=CC=C13)=CN=C2